N1(C=NC2=C1C=CC=C2)C=2C1=C(N=C(N2)NC2=C(C(=CC=C2)N2C[C@@H](O[C@@H](C2)C)C)OC)NC=C1 4-(1H-benzo[d]imidazol-1-yl)-N-(3-((2S,6R)-2,6-dimethylmorpholino)-2-methoxyphenyl)-7H-pyrrolo[2,3-d]pyrimidin-2-amine